N-cyclopropyl-5-(4-((7-ethyl-6-oxo-5,6-dihydro-1,5-naphthyridin-3-yl)methyl)piperazin-1-yl)picolinamide C1(CC1)NC(C1=NC=C(C=C1)N1CCN(CC1)CC=1C=NC=2C=C(C(NC2C1)=O)CC)=O